3α,7α,12α,23(R)-tetrahydroxy-6α-ethyl-5β-cholan-24-oic acid O[C@H]1C[C@H]2[C@H]([C@H]([C@H]3[C@@H]4CC[C@H]([C@@H](C[C@H](C(=O)O)O)C)[C@]4([C@H](C[C@@H]3[C@]2(CC1)C)O)C)O)CC